ethyl naphthalate C1(=CC=CC2=CC=CC=C12)C(=O)OCC